ClC=1C=C2CCN(CC2=C(C1)[C@H]1N(CCC1)C(=O)OC(C)(C)C)C(=O)C=1C=NC(=NC1)C(F)(F)F tert-butyl (S)-2-[6-chloro-2-[2-(Trifluoromethyl)pyrimidine-5-carbonyl]-1,2,3,4-tetrahydroisoquinolin-8-yl]pyrrolidine-1-carboxylate